9-(2,6-dichloropyrimidin-4-yl)-9H-carbazole ClC1=NC(=CC(=N1)N1C2=CC=CC=C2C=2C=CC=CC12)Cl